N-(3-((6-(4H-1,2,4-triazol-4-yl)-1H-indazol-4-yl)amino)propyl)-3-((4-cyclopropyl-3-(hydroxymethyl)benzyl)amino)propanamide N=1N=CN(C1)C1=CC(=C2C=NNC2=C1)NCCCNC(CCNCC1=CC(=C(C=C1)C1CC1)CO)=O